tert-butyl 2-((2S,4S)-4-(6-carbamoyl-2-fluoro-3-((S)-2-hydroxypropoxy)phenyl)-5-chloro-6-fluoro-2-phenyl-2,3-dihydrobenzofuran-2-yl)-4-hydroxy-4-methylpyrrolidine-1-carboxylate C(N)(=O)C1=CC=C(C(=C1C1=C(C(=CC2=C1C[C@](O2)(C2=CC=CC=C2)C2N(CC(C2)(C)O)C(=O)OC(C)(C)C)F)Cl)F)OC[C@H](C)O